tert-butyl 4-[2-[2-(2-bromo-4-nitro-phenoxy)-1-cyclopropyl-ethoxy]ethoxy]piperidine-1-carboxylate BrC1=C(OCC(OCCOC2CCN(CC2)C(=O)OC(C)(C)C)C2CC2)C=CC(=C1)[N+](=O)[O-]